C(C)(C)(C)OC(NC1=NC(=NS1)N1CCOCC1)=O (3-morpholino-1,2,4-thiadiazol-5-yl)carbamic acid tert-butyl ester